ethyl-1-(3-fluoropyridin-2-yl)-5-(trifluoromethyl)-1H-pyrazole C(C)C1=NN(C(=C1)C(F)(F)F)C1=NC=CC=C1F